ClC1=CC=C(C=C1)C=1C=C(C(N(N1)C1=CC(=CC=C1)F)=O)C(=O)NC[C@@H](CO)C 6-(4-chlorophenyl)-2-(3-fluorophenyl)-N-[(2S)-3-hydroxy-2-methylpropyl]-3-oxo-2,3-dihydropyridazine-4-carboxamide